FC1=CC=C2C(=CN(C2=C1)C1=NC(=NC=C1)NC1=C(C=C(C(=C1)[N+](=O)[O-])F)OC)C=O 6-fluoro-1-(2-((4-fluoro-2-methoxy-5-nitrophenyl)amino)pyrimidin-4-yl)-1H-indole-3-carbaldehyde